C(=O)(O)[C@H](CC(=O)C1=CC2=C(S1)C=C(C=C2OCCCCC=2C=C1CN(CC1=CC2OC)C(C[C@@H](C(=O)O)C)=O)OC)C (S)-4-(5-(4-((2-((S)-3-carboxybutanoyl)-6-methoxybenzo[b]thiophen-4-yl)oxy)butyl)-6-methoxyisoindolin-2-yl)-2-methyl-4-oxobutanoic acid